N-[1-(1H-indol-3-yl)hexane-2-yl]-6-(piperazin-1-yl)-1-benzothiophene-2-carboxamide N1C=C(C2=CC=CC=C12)CC(CCCC)NC(=O)C=1SC2=C(C1)C=CC(=C2)N2CCNCC2